(5-((4-benzylpiperidin-1-yl)methyl)-4H-1,2,4-triazol-3-yl)-N-(2-(dimethylamino)ethyl)benzamide C(C1=CC=CC=C1)C1CCN(CC1)CC=1NC(=NN1)C1=C(C(=O)NCCN(C)C)C=CC=C1